CC1=NN2C(N(CC(C2)C)C(CCC(=O)NC=2N=NC(=CC2)C=2C=NC=C(C2)F)=O)=C1 4-(2,6-dimethyl-6,7-dihydropyrazolo[1,5-a]pyrimidin-4(5H)-yl)-N-(6-(5-fluoropyridin-3-yl)pyridazin-3-yl)-4-oxobutanamide